(5-mercapto-1,3,4-oxadiazole-2-yl)methanol SC1=NN=C(O1)CO